CC1=C(C(=O)OC23C(C4CC(CC(C2)C4)C3)CC)C=C(N=C1N1C[C@@H](O[C@@H](C1)C)C)C1=NC3=CC(=NC=C3C=C1)CNC(C1=CC(=C(C=C1)C)S(=O)(=O)C)=O 2-ethyl-adamantanol methyl-2-((cis)-2,6-dimethylmorpholino)-6-(7-((4-methyl-3-(methylsulfonyl)benzamido)methyl)-1,6-naphthyridin-2-yl)isonicotinate